O1OC(=CC2=C1C=CC=C2)C(=O)N 2-oxa-2H-benzopyran-3-carboxamide